BrC=1C=C2C(=NC1OC[C@@H](C)N)N(C=C2F)COCC[Si](C)(C)C (R)-1-((5-bromo-3-fluoro-1-((2-(trimethylsilyl)ethoxy)methyl)-1H-pyrrolo[2,3-b]pyridin-6-yl)oxy)propan-2-amine